N-(3-(1,3-dioxan-2-yl)-1-(pyrazin-2-yl)propyl)-3-(2,4-difluorophenoxy)-1-hydroxycyclobutane-1-carboxamide O1C(OCCC1)CCC(C1=NC=CN=C1)NC(=O)C1(CC(C1)OC1=C(C=C(C=C1)F)F)O